(2R,5R)-N-butyl-N-(di(furan-3-yl)phosphanyl)-2,5-diphenylphospholan-1-amine C(CCC)N(P1[C@H](CC[C@@H]1C1=CC=CC=C1)C1=CC=CC=C1)P(C1=COC=C1)C1=COC=C1